2-[3-(benzimidazol-1-yl)phenoxy]-9-(4-tert-butylpyridin-2-yl)-6-(5-cyano-2-methylphenyl)carbazole N1(C=NC2=C1C=CC=C2)C=2C=C(OC1=CC=3N(C4=CC=C(C=C4C3C=C1)C1=C(C=CC(=C1)C#N)C)C1=NC=CC(=C1)C(C)(C)C)C=CC2